C(CCCCCCCC)C1=C(C=CC=C1)OP(OC1=C(C=CC=C1)CCCCCCCCC)OC1=C(C=CC=C1)CCCCCCCCC phosphorous acid tris(nonylphenyl) ester